C(C)(C)C1=CC(=NN1)C(=O)N1C[C@@H]2C[C@@H]2C1 (1R,5S,6r)-3-[(5-isopropyl-1H-pyrazol-3-yl)carbonyl]-3-azabicyclo[3.1.0]Hexane